N,N-diethylamino-hydroxybenzoic acid C(C)N(CC)C=1C(=C(C(=O)O)C=CC1)O